CC/C=C\\C/C=C\\CC(/C=C/C=C\\C/C=C\\C/C=C\\CCC(=O)O)OO The molecule is a hydroperoxy fatty acid that is (4Z,7Z,10Z,12E,16Z,19Z)-docosahexaenoic acid in which the hydroperoxy group is located at position 14. It is a hydroperoxy fatty acid, a long-chain fatty acid and a docosanoid. It derives from an all-cis-docosa-4,7,10,13,16,19-hexaenoic acid. It is a conjugate acid of a 14-HPDHE(1-).